lanthanum (III) n-propoxide [O-]CCC.[La+3].[O-]CCC.[O-]CCC